7-bromo-4-methoxy-1H-pyrrolo[2,3-c]pyridine BrC=1N=CC(=C2C1NC=C2)OC